ClC1=NC(=NC(=N1)Cl)C=1C=CC2=C(SC3=C2C=CC=C3)C1 2,4-dichloro-6-(dibenzothiophene-3-yl)-1,3,5-triazine